ClC1=CC2=C(OC3=C(O2)C=C(C(=C3)Cl)Cl)C=C1Cl 2,3,7,8-tetrachlorodibenzo[1,4]dioxin